O1C(=CC=C1)C1=NC=CC=C1 2-(furan-2-yl)pyridine